C(C1=CC=CC=C1)[C@@H]1N(CC[C@]1(C)OC)C1=NC(=CC(N1)=O)N1CCOCC1 2-((2S,3S)-2-benzyl-3-methoxy-3-methylpyrrolidin-1-yl)-6-morpholinopyrimidin-4(3H)-one